C1NCC12CC(C2)N(C(=O)NC2=CC(=CC=C2)C(F)(F)F)CC(F)(F)F 1-(2-azaspiro[3.3]heptan-6-yl)-1-(2,2,2-trifluoroethyl)-3-(3-(trifluoromethyl)phenyl)urea